C(C)(=O)N1CC(C1)NC1=C2CN(CC2=CC=C1)C(=O)OC(C)(C)C tert-butyl 4-((1-acetylazetidin-3-yl)amino)isoindoline-2-carboxylate